1-allyl-6-bromo-7-fluoro-1,2-dihydro-3H-indazol-3-one C(C=C)N1NC(C2=CC=C(C(=C12)F)Br)=O